BrC1=CC(=C(C(=C1)C)S(=O)(=O)NC1=C(C=CC(=C1C)F)NC([O-])=O)F [2-[(4-bromo-2-fluoro-6-methyl-phenyl)sulfonylamino]-4-fluoro-3-methyl-phenyl]carbamate